Boc-Methioninol C(=O)(OC(C)(C)C)N[C@@H](CCSC)CO